C(CCCC)OO r-amyl hydroperoxide